4-(9-oxo-9H-thioxanthen-2-yl)thiophenyl-9-oxo-9H-thioxanthen-2-ylphenylsulfonium O=C1C2=CC=CC=C2SC=2C=CC(=CC12)SC1=CC=C(C=C1)[S+](C1=CC=CC=C1)C1=CC=2C(C3=CC=CC=C3SC2C=C1)=O